O=C1NC(CCC1C1=CC=C(CNC(=O)C2=CC3=C(O2)C(C2=CC=CC=C2C3=O)=O)C=C1)=O N-(4-(2,6-dioxopiperidin-3-yl)benzyl)-4,9-dioxo-4,9-dihydronaphtho[2,3-b]furan-2-carboxamide